C(=CC)N1CCN(CC1)C=1C2=C(N(C(N1)=O)C[C@H]1N(CCC1)C)CN(CC2)C2=C1C=NNC1=CC=C2C (S)-4-(4-propenylpiperazin-1-yl)-7-(5-methyl-1H-indazol-4-yl)-1-((1-methylpyrrolidin-2-yl)methyl)-5,6,7,8-tetrahydropyrido[3,4-d]pyrimidin-2(1H)-one